NC=1C(NC2=CC(=C(N=C2C1C1=C2C=NNC2=C(C=C1)F)O[C@@H]1C[C@H](C1)F)C)=O trans-3-Amino-6-(3-fluorocyclobutoxy)-4-(7-fluoro-1H-indazol-4-yl)-7-methyl-1H-1,5-naphthyridin-2-one